COC(=O)[C@@H]1[C@H]2C([C@H]2CN1C([C@H](C(CO)(C)C)N)=O)(C)C.NC1=CC=C(OCC(=O)C2=CC=C(C=C2)OC)C=C1 2-(4-Aminophenoxy)-1-(4-methoxyphenyl)ethan-1-one methyl-(1R,2S,5S)-3-((S)-2-amino-4-hydroxy-3,3-dimethylbutanoyl)-6,6-dimethyl-3-azabicyclo[3.1.0]hexane-2-carboxylate